ClC=1C=C(CCN2C[C@@H](NCC2)COC2=CC=C(C=C2)S(=O)(=O)C)C=CC1 (R)-1-(3-chlorophenethyl)-3-((4-(methylsulfonyl)phenoxy)methyl)piperazine